ClC1=NC=C(C2=C1C(=CN2C)I)C 4-Chloro-3-iodo-1,7-dimethyl-1H-pyrrolo[3,2-c]pyridine